[Rh].OC1=C(C=CC=2C(C3=CC=CC=C3C(C12)=O)=O)O 1,2-dihydroxyanthraquinone rhodium